N-(3-(3,3-dimethyl-1-(5-methyl-1H-imidazol-4-yl)cyclobutyl)phenyl)-5-((isobutylamino)methyl)-2-oxo-1-(2,2,2-trifluoroethyl)-1,2-dihydropyridine-3-carboxamide CC1(CC(C1)(C=1N=CNC1C)C=1C=C(C=CC1)NC(=O)C=1C(N(C=C(C1)CNCC(C)C)CC(F)(F)F)=O)C